(S)-quinuclidin-3-yl ((R)-6-ethoxy-5-(4-isopropylphenyl)-2,2-dimethyl-2,3-dihydro-1H-inden-1-yl)carbamate C(C)OC1=C(C=C2CC([C@H](C2=C1)NC(O[C@@H]1CN2CCC1CC2)=O)(C)C)C2=CC=C(C=C2)C(C)C